C(CCCCS(=O)(=O)O)CS(=O)(=O)O.O=S(OCCCCOS(=O)(C)=O)(C)=O busulfan (butane-1,4-diyl dimethanesulfonate)